N1(CCNCC1)C1=C(C=C(C=C1)C1=NC=C2N1C1=CC(=CC=C1NC2=O)C=2C=NC=CC2)C(F)(F)F 1-(4-(piperazin-1-yl)-3-(trifluoromethyl)phenyl)-8-(pyridin-3-yl)imidazo[1,5-a]quinoxalin-4(5H)-one